2-(2-aminoethyl)pyridine NCCC1=NC=CC=C1